C=C(C)C1=CN=CC(=N1)C=1C=CC(=NC1)N 5-(6-(Prop-1-en-2-yl)pyrazin-2-yl)pyridin-2-amine